NC(C(=O)O)(C)C.OCCOCCN 2-(2-hydroxyethoxy)ethylamine 2-aminoisobutyrate